[Si](C)(C)(C(C)(C)C)OC[C@H]1C([C@@H]2[C@H](N1C(=O)OC)CCC2)=O Methyl (2S,3aS,6aR)-2-(((tert-butyldimethylsilyl)oxy)methyl)-3-oxohexahydrocyclopenta-[b]pyrrole-1(2H)-carboxylate